C1CN(CCC12CCNCC2)C2=CC=C(C=C2)C2=CC1=C(N(C(N1C)=O)N1C(CCCC1=O)=O)C=C2 (5-(4-(3,9-diazaspiro[5.5]undec-3-yl)phenyl)-3-methyl-2-oxo-2,3-dihydro-1H-benzo[d]imidazol-1-yl)piperidine-2,6-dione